C(CCCCC)C([Si](C)(Cl)CCl)(CCCCCC)CCCCCC trihexyl-{(chlorodimethylsilyl)methyl} chloride